The molecule is a dicarboxylic acid monoester that is succinic acid in which one of the carboxy groups has been converted to its methyl ester. It is a dicarboxylic acid monoester and a hemisuccinate. COC(=O)CCC(=O)O